oxiran-2-ylmethyl 2-methylprop-2-enoate CC(C(=O)OCC1OC1)=C